N[C@@H]1[C@@H]2CC[C@H](C1)N2C(=O)C=2C=C(C(=CC2)C2=C(C=C(C=C2)CC(=O)NC)F)C2=CC(=C(C=C2)C#N)F |o1:1,2,5| 2-(4'-((1S,2S,4R)-rel-2-amino-7-azabicyclo[2.2.1]heptane-7-carbonyl)-4''-cyano-2,3''-difluoro-[1,1':2',1''-terphenyl]-4-yl)-N-methylacetamide